N1(CCCC1)C1=NC=CC=2C3=C(N4C(C12)=NC1=C4C=CC=C1)C=CC=C3 1-(pyrrolidin-1-yl)benzo[c]benzo[4,5]imidazo[2,1-a][2,7]naphthyridine